FC=1C=C2C(=CN(C2=CC1B1OC(C(O1)(C)C)(C)C)C)N1C(NC(CC1)=O)=O 1-(5-fluoro-1-methyl-6-(4,4,5,5-tetramethyl-1,3,2-dioxaborolan-2-yl)-1H-indol-3-yl)dihydropyrimidine-2,4(1H,3H)-dione